4-[5-cyano-4-(1H-indol-3-yl)pyrimidin-2-yl]-N1-(2-dimethylaminoethyl)-N1-methyl-5-trifluoromethoxybenzene-1,2,4-triamine C(#N)C=1C(=NC(=NC1)C1(CC(=C(C=C1OC(F)(F)F)N(C)CCN(C)C)N)N)C1=CNC2=CC=CC=C12